N1(C=CC2=CC=CC=C12)C(=O)NN Indole-1-carboxylic acid hydrazide